OC1(CCC(CC1)(C)C)/C=C/C(CC(=O)O)CC(=O)O.C(C)OCC(CC(=O)C1(OC(=O)C2=CC=CC=C12)C(CC(=O)COCC)=O)=O di(ethoxyacetoacetyl)phthalide (E)-3-(1-hydroxy-4,4-dimethylcyclohexyl)prop-2-ene-1,1-diyl-diacetate